8-(1-(1-cyclopentylcyanoethyl)pyrazolyl)-N-(4-(1-methylpiperazin-4-yl)phenyl)quinazolin-2-amine C1(CCCC1)C(CC#N)N1N=C(C=C1)C=1C=CC=C2C=NC(=NC12)NC1=CC=C(C=C1)N1CCN(CC1)C